OCC(NCCCS(=O)(=O)O)(CO)CO N-tris(hydroxymethyl)methyl-3-amino-propanesulfonic acid